The molecule is a benzazepine that is 1,3,4,5-tetrahydro-2H-1-benzazepin-2-one in which the hydrogen attached to the nitrogen is replaced by a carboxy methyl group and in which the 3-pro-S hydrogen is replaced by the amino group of (2S)-2-amino-4-phenylbutanoic acid. An angiotensin-converting enzyme inhibitor, it is used as its monoester prodrug benazepril in the treatment of hypertension and heart failure. It has a role as an EC 3.4.15.1 (peptidyl-dipeptidase A) inhibitor. It is a benzazepine, a dicarboxylic acid and a lactam. C1CC2=CC=CC=C2N(C(=O)[C@H]1N[C@@H](CCC3=CC=CC=C3)C(=O)O)CC(=O)O